ClC1=CC=C(C=C1)N1CC(CC1=O)N1C(N(C(C1=O)=O)C1=C(C=CC=C1)F)=O 1-[1-(4-chlorophenyl)-5-oxopyrrolidin-3-yl]-3-(2-fluorophenyl)imidazolidine-2,4,5-trion